N4-(2-{[(5-ethoxy-1H-pyrazol-3-yl)formamido]methyl}-3-hydroxypropyl)-N1-ethylpiperidine-1,4-dicarboxamide C(C)OC1=CC(=NN1)C(=O)NCC(CNC(=O)C1CCN(CC1)C(=O)NCC)CO